6-fluoro-1-((6-methyl-4-(trifluoromethyl)pyridin-2-yl)-L-prolyl)-1,2,3,4-tetrahydroquinoline FC=1C=C2CCCN(C2=CC1)C([C@H]1N(CCC1)C1=NC(=CC(=C1)C(F)(F)F)C)=O